N-[6-Amino-1-(4-trifluoromethylbenzyl)-2,3-dihydro-1H-indol-5-yl]-3,3-dimethylbutyramide NC1=C(C=C2CCN(C2=C1)CC1=CC=C(C=C1)C(F)(F)F)NC(CC(C)(C)C)=O